(4-ethoxy-4-oxobutyl)triphenylphosphanium bromide [Br-].C(C)OC(CCC[P+](C1=CC=CC=C1)(C1=CC=CC=C1)C1=CC=CC=C1)=O